(6-chloro-4-cyano-2,3-dihydro-1H-inden-2-yl)carbamic acid tert-butyl ester C(C)(C)(C)OC(NC1CC2=CC(=CC(=C2C1)C#N)Cl)=O